C(C)N(C1=CC=C2C(=CC(OC2=C1)=O)C)CC 7-diethylamino-4-methyl-coumarin